ClCC([C@H]([C@@H](C)O[C@H](C(F)(F)F)C)NC(OC(C)(C)C)=O)=O tert-butyl ((3S,4R)-1-chloro-2-oxo-4-(((S)-1,1,1-trifluoropropan-2-yl)oxy)pentan-3-yl)carbamate